C(=O)OC=1C=C(C=CC1O)C=1SC(=C(N1)C)C(=O)OCC ethyl 2-(3-formyloxy-4-hydroxyphenyl)-4-methyl-5-thiazolcarboxylate